ClC=1C=C(C=CC1F)NC1=C2C=C(NC2=C(C=C1)F)C(=O)OCC Ethyl 4-((3-chloro-4-fluorophenyl) amino)-7-fluoro-1H-indole-2-carboxylate